benzyltriazolylamide C(C1=CC=CC=C1)[N-]C=1N=NNC1